N6-(tert-butoxycarbonyl)-N2-((39-(2-(methylthio)pyrimidin-5-yl)-5,34-dioxo-3,9,12,15,18,21,24,27,30-nonaoxa-6,33-diazanonatriacont-38-ynoyl)-L-valinyl)-L-lysine C(C)(C)(C)OC(=O)NCCCC[C@H](NC([C@@H](NC(COCC(NCCOCCOCCOCCOCCOCCOCCOCCOCCNC(CCCC#CC=1C=NC(=NC1)SC)=O)=O)=O)C(C)C)=O)C(=O)O